N-(8-fluoro-2-methylimidazo[1,2-a]pyridin-6-yl)-4-(piperazin-1-yl)-1-(prop-1-en-2-yl)-1H-indazole-7-carboxamide FC=1C=2N(C=C(C1)NC(=O)C=1C=CC(=C3C=NN(C13)C(=C)C)N1CCNCC1)C=C(N2)C